5,10,15,20-tetrakis(3-methoxyphenyl)porphyrin COC=1C=C(C=CC1)C=1C2=CC=C(N2)C(=C2C=CC(C(=C3C=CC(=C(C=4C=CC1N4)C4=CC(=CC=C4)OC)N3)C3=CC(=CC=C3)OC)=N2)C2=CC(=CC=C2)OC